methyl 4-(2-(benzyloxy)ethoxy)but-2-enoate C(C1=CC=CC=C1)OCCOCC=CC(=O)OC